4-(methyl)acryloyloxyethoxybenzophenone CC=CC(=O)OCCOC1=CC=C(C(=O)C2=CC=CC=C2)C=C1